tert-Butyl 2-((2-(dimethylamino)ethyl)carbamoyl)-4-phenethylpiperidine-1-carboxylate CN(CCNC(=O)C1N(CCC(C1)CCC1=CC=CC=C1)C(=O)OC(C)(C)C)C